C(CC(C)C)OCC1=CC(O)=C(OC)C=C1 isovanillyl isoamyl ether